Thiophosphorous Acid P(S)(O)O